F[C@H]([C@H](C1=CC2=C(CCO2)C=C1F)N[S@](=O)C(C)(C)C)C(C1C(NC(N(C1=O)C1CCOCC1)=O)=O)=O (R)-N-((1S,2R)-2-fluoro-1-(5-fluoro-2,3-dihydrobenzofuran-6-yl)-3-oxo-3-(2,4,6-trioxo-1-(tetrahydro-2H-pyran-4-yl)hexahydropyrimidin-5-yl)propyl)-2-methylpropan-2-sulfinamide